tert-butyl 4-(1-((2,7-dimethyl-[1,2,4]triazolo[1,5-a]pyridin-6-yl)carbamoyl)-2,3-dihydro-1H-pyrrolo[2,3-b]pyridin-4-yl)-2,2-dimethylpiperazine-1-carboxylate CC1=NN2C(C=C(C(=C2)NC(=O)N2CCC=3C2=NC=CC3N3CC(N(CC3)C(=O)OC(C)(C)C)(C)C)C)=N1